C(C)(C)C1=C(C(=NO1)C)C1=NC=C(C(=N1)N(CC1CCN(CC1)C1=NC=CC=C1)C)OC 2-(5-Isopropyl-3-methylisoxazol-4-yl)-5-methoxy-N-methyl-N-((1-(pyridin-2-yl)piperidin-4-yl)methyl)pyrimidin-4-amine